6-(4,4-difluoropiperidin-1-yl)-N-(2-(4,4-dimethyl-1,4-azasilinan-1-yl)-4-((2-hydroxyethyl)sulfonamido)phenyl)picolinamide FC1(CCN(CC1)C1=CC=CC(=N1)C(=O)NC1=C(C=C(C=C1)NS(=O)(=O)CCO)N1CC[Si](CC1)(C)C)F